BrC1=CC(=C(C=C1)NP(OCC)(=O)CC1=NC=C(C=C1)C1=NOC(=N1)C(F)(F)Cl)Cl ethyl N-(4-bromo-2-chlorophenyl)-P-((5-(5-(chlorodifluoromethyl)-1,2,4-oxadiazol-3-yl)pyridin-2-yl)methyl)phosphonamidate